N-(2-{p-[(1-ethyl-2-pyrrolidinylcarbonylamino)methyl]phenyl}ethyl)-5-ethoxy-3-pyrazolecarboxamide C(C)N1C(CCC1)C(=O)NCC1=CC=C(C=C1)CCNC(=O)C1=NNC(=C1)OCC